CC1=NC=2C=C3C(=CC2C(N1)=O)ONO3 6-methyl-[1,3]dioxazolo[4,5-g]quinazolin-8(7H)-one